C1(CCCC1)C1=CC(=C(C=C1)NC(C1=C(C=CC(=C1)[N+](=O)[O-])SC1=NN=NN1C)=O)OCCN(C)C N-[4-cyclopentyl-2-[2-(dimethylamino)ethoxy]phenyl]-2-[(1-methyl-1,2,3,4-tetrazol-5-yl)sulfanyl]-5-nitrobenzamide